(S)-[3,5-bis(trifluoromethyl)phenyl]ethanol FC(C=1C=C(C=C(C1)C(F)(F)F)[C@H](C)O)(F)F